7-bromo-4-[4-(5-chloro-1,3-benzoxazol-2-yl)piperidin-1-yl]-1-methyl-2-oxo-1,2-dihydroquinoline-3-carbonitrile BrC1=CC=C2C(=C(C(N(C2=C1)C)=O)C#N)N1CCC(CC1)C=1OC2=C(N1)C=C(C=C2)Cl